(+-)-4-[3-(2-chloro-4-pyrrolidin-1-yl-phenyl)-1,4-oxazepan-4-yl]-6-methyl-pyrimidin-2-amine ClC1=C(C=CC(=C1)N1CCCC1)[C@@H]1COCCCN1C1=NC(=NC(=C1)C)N |r|